tert-butyl (S)-(3-(3-((2,6-dioxopiperidin-3-yl)amino)phenyl)prop-2-yn-1-yl)carbamate Racemic-tert-butyl-(3-(3-((2,6-dioxopiperidin-3-yl)amino)phenyl)prop-2-yn-1-yl)carbamate C(C)(C)(C)N(C(O)=O)CC#CC1=CC(=CC=C1)N[C@H]1C(NC(CC1)=O)=O.O=C1NC(CC[C@@H]1NC=1C=C(C=CC1)C#CCNC(OC(C)(C)C)=O)=O |&1:18|